tert-butyl (3R)-3-{2-[(tert-butyldiphenylsilyl)oxy]ethyl}piperazine-1-carboxylate [Si](C1=CC=CC=C1)(C1=CC=CC=C1)(C(C)(C)C)OCC[C@@H]1CN(CCN1)C(=O)OC(C)(C)C